((2R,3S)-2,3-bis((benzyloxy)methyl)-2-methylcyclopropyl)-4,4,5,5-tetramethyl-1,3,2-dioxaborolane C(C1=CC=CC=C1)OC[C@@]1(C([C@@H]1COCC1=CC=CC=C1)B1OC(C(O1)(C)C)(C)C)C